FC(S(=O)(=O)OC1=C(C(=C(C=C1)C=1C(=NN(C1)CCOC)CO[Si](C)(C)C(C)(C)C)F)F)(F)F [4-[3-[[tert-butyl (dimethyl) silyl] oxymethyl]-1-(2-methoxyethyl) pyrazol-4-yl]-2,3-difluoro-phenyl] trifluoromethanesulfonate